FC=1C=CC=NC1C(F)(F)F 5-Fluoro-6-(tri-fluoromethyl)pyridin